C(\C=C/C(=O)O)(=O)O.C(CCC)OCCCC monobutyl ether maleate